indium selenium telluride [Se]=[Te].[In]